6-(4-acetylpiperazine-1-yl)-2-((5-(5-(difluoromethyl)-1,3,4-oxadiazole-2-yl)pyridine-2-yl)methyl)-4,4-dimethylisoquinoline-1,3(2H,4H)-dione C(C)(=O)N1CCN(CC1)C=1C=C2C(C(N(C(C2=CC1)=O)CC1=NC=C(C=C1)C=1OC(=NN1)C(F)F)=O)(C)C